NC1=C(C(N(C2=CC(=CC=C12)C(F)(F)F)C1=CC=CC=C1)=O)C#N 4-amino-7-trifluoromethyl-2-oxo-1-phenyl-1,2-dihydroquinolin-3-carbonitrile